ClCC(CC(=O)OC)(C)C methyl 4-chloro-3,3-dimethylbutanoate